2-(4-((5,6-dichloro-1H-benzo[d]imidazol-1-yl)methyl)phenyl)-5-(difluoromethyl)-1,3,4-oxadiazole ClC1=CC2=C(N(C=N2)CC2=CC=C(C=C2)C=2OC(=NN2)C(F)F)C=C1Cl